N[C@H](C(=O)NC)CC1=CC=C(C=C1)Br (S)-2-amino-3-(4-bromophenyl)-N-methylpropanamide